3-(dodecylsulfonyl)-1-(2,6,6-trimethylcyclohex-3-en-1-yl)butan-1-one 1-(diphenylmethyl)azetidin-3-ylmethanesulfonate C1(=CC=CC=C1)C(N1CC(C1)CS(=O)(=O)O)C1=CC=CC=C1.C(CCCCCCCCCCC)S(=O)(=O)C(CC(=O)C1C(C=CCC1(C)C)C)C